(R)-5-(7,8-Dimethyl-[1,2,4]triazolo[1,5-a]pyridin-6-yl)-6-isopropyl-1-(1-isopropylpiperidin-3-yl)-1,3-dihydro-2H-benzo[d]imidazol-2-on CC1=C(C=2N(C=C1C1=CC3=C(N(C(N3)=O)[C@H]3CN(CCC3)C(C)C)C=C1C(C)C)N=CN2)C